OC1CC(NC1)C(=O)N[C@@H](C)C1=CC=C(C=C1)C1=C(N=CS1)C 4-hydroxy-N-((S)-1-(4-(4-methyl-thiazol-5-yl)phenyl)ethyl)pyrrolidine-2-formamide